N,N-diallyl-thiourea C(C=C)N(C(=S)N)CC=C